4-(5-Amino-2H-chromen-8-yl)piperazine-1-carboxylic acid tert-butyl ester C(C)(C)(C)OC(=O)N1CCN(CC1)C=1C=CC(=C2C=CCOC12)N